N-(4-(4-(4-methylpiperazin-1-yl)-4-oxobutyl)-1-phenyl-1H-imidazol-2-yl)benzamide citrate C(CC(O)(C(=O)O)CC(=O)O)(=O)O.CN1CCN(CC1)C(CCCC=1N=C(N(C1)C1=CC=CC=C1)NC(C1=CC=CC=C1)=O)=O